N-[(3R,4S)-4-fluoro-1-(2-fluorobenzoyl)pyrrolidin-3-yl]-2-methoxypyridine-3-carboxamide F[C@@H]1[C@@H](CN(C1)C(C1=C(C=CC=C1)F)=O)NC(=O)C=1C(=NC=CC1)OC